1-[6-(butan-2-yl)-4-cyano-3-fluoro-2-(propan-2-yl)phenyl]-3-[4-(hydroxymethyl)-2-(2-hydroxypropan-2-yl)-1,3-thiazole-5-sulfonyl]urea CC(CC)C1=CC(=C(C(=C1NC(=O)NS(=O)(=O)C1=C(N=C(S1)C(C)(C)O)CO)C(C)C)F)C#N